tert-butyl (((1S,2S,5R,6R)-3-benzyl-2-(hydroxymethyl)-3-azabicyclo[3.1.0]hexan-6-yl)methyl)carbamate C(C1=CC=CC=C1)N1[C@@H]([C@H]2[C@@H]([C@H]2C1)CNC(OC(C)(C)C)=O)CO